1-(2-hydroxy-3-butoxypropyl)-2-methylimidazole OC(CN1C(=NC=C1)C)COCCCC